N-nitrosophenylhydroxyamine cerium salt [Ce].N(=O)N(O)C1=CC=CC=C1